6-(hydroxymethyl)-5-(4-(hydroxymethyl)piperazin-1-yl)-2,3-dihydro-1,4-benzodioxine OCC1=C(C2=C(OCCO2)C=C1)N1CCN(CC1)CO